C1(=CC=CC=C1)S(=O)(=O)C(NC(OC(C)(C)C)=O)C1=C(C=C(C=C1)C#N)Br Tert-butyl N-[(benzenesulfonyl)(2-bromo-4-cyanophenyl)-methyl]carbamate